C(C)NC=1C2=C(N=C(N1)NC1=CC=C(C=3CCOC31)C(=O)N3CCC(CC3)N3CCOCC3)NC=C2C#N 4-(ethylamino)-2-((4-(4-morpholino-piperidine-1-carbonyl)-2,3-dihydro-benzofuran-7-yl)amino)-7H-pyrrolo[2,3-d]pyrimidine-5-carbonitrile